ClC1=C(C=C(C=C1NC1=NC=2N(C(=N1)NC1CC1)N=CC2C#N)C#N)N2[C@H](CN(CC2)C2CN(C2)C(=O)OC(C)(C)C)C tert-butyl (S)-3-(4-(2-chloro-5-cyano-3-((8-cyano-4-(cyclopropyl amino)pyrazolo[1,5-a][1,3,5]triazin-2-yl)amino)phenyl)-3-methylpiperazin-1-yl)azetidine-1-carboxylate